P(OCC(CCCC)CC)(OCC(CCCC)CC)=O.[Co+2] cobalt (II) 2-ethylhexyl (2-ethylhexyl) phosphonate